ClC=1C=C(C=CC1)NC1(CC1)C(=O)N1[C@@H]2CC([C@H]([C@@H]1C(=O)N[C@@H](C[C@H]1C(NCCC1)=O)C#N)CC2)(F)F (1S,3R,4S)-2-(1-((3-chlorophenyl)amino)cyclopropane-1-carbonyl)-N-((S)-1-cyano-2-((S)-2-oxopiperidin-3-yl)ethyl)-5,5-difluoro-2-azabicyclo[2.2.2]octane-3-carboxamide